4-(4-bromophenyl)-2,5-dimethyloxazole BrC1=CC=C(C=C1)C=1N=C(OC1C)C